NC1COC2(OC1)CCC(CC2)N2C=C(C1=C2N=CN=C1N)C1=CC=C(C=C1)OC1=CC=CC=C1 7-(3-amino-1,5-dioxaspiro[5.5]undecan-9-yl)-5-(4-phenoxyphenyl)-7H-pyrrolo[2,3-d]pyrimidin-4-amine